OC=1C=C(CC2C(N(C(N(C2=O)C)=O)C)=O)C=CC1OC 5-(3-Hydroxy-4-methoxybenzyl)-1,3-dimethylpyrimidine-2,4,6(1H,3H,5H)-trione